3-Cyclopentyl-5-(1H-indazol-4-yl)isoxazolo[4,5-d]pyrimidin-7(6H)-one C1(CCCC1)C1=NOC2=C1N=C(NC2=O)C2=C1C=NNC1=CC=C2